bromo-10-(1-naphthyl)anthracene-d8 BrC=1C2=C(C(=C(C(=C2C(=C2C(=C(C(=C(C12)[2H])[2H])[2H])[2H])C1=CC=CC2=CC=CC=C12)[2H])[2H])[2H])[2H]